N1C=NC(=C1)C=1C(=C(C(=O)N)C=C(C1)C1C=2C(NC(C1)=O)=NNC2)OCC2=C(C=CC=C2)C(F)(F)F (1H-imidazol-4-yl)-5-{6-oxo-2H,4H,5H,6H,7H-pyrazolo[3,4-b]pyridin-4-yl}-2-{[2-(trifluoromethyl)phenyl]methoxy}benzamide